O1C(OC=C1C(=O)[O-])=C1OC=CO1 bi[1,3]dioxole-5-carboxylate